α,α,4-trimethyl-3-cyclohexene-1-methanethiol CC(S)(C1CC=C(CC1)C)C